ClC=1C=C(C(=C2C(N(CC12)C1C(NC(CC1)=O)=O)=O)F)CNC(OCC1=NN(C=C1)C)=O (1-methyl-1H-pyrazol-3-yl)methyl ((7-chloro-2-(2,6-dioxopiperidin-3-yl)-4-fluoro-3-oxoisoindolin-5-yl)methyl)carbamate